COC=1C=C(C=CC1OC)C1=NC2=C(N1C)C=C(C=C2C2=CC=C(CNC(OC(C)(C)C)=O)C=C2)C2=CC=C(C=C2)N2CCN(CC2)C(C)C tert-butyl (4-(2-(3,4-dimethoxyphenyl)-6-(4-(4-isopropylpiperazin-1-yl)phenyl)-1-methyl-1H-benzo[d]imidazol-4-yl)benzyl)carbamate